Pyrazine-2(1H)-one trifluoroacetate FC(C(=O)O)(F)F.N1C(C=NC=C1)=O